1-(4-chlorophenyl)-2-methylpropan-1-one ClC1=CC=C(C=C1)C(C(C)C)=O